2'-amino-5-chloro-2,4'-difluoro-6'-(spiro[2.5]octan-6-yl)-N-(2-(trifluoromethyl)pyridin-4-yl)-[1,1'-biphenyl]-4-carboxamide NC1=C(C(=CC(=C1)F)C1CCC2(CC2)CC1)C1=C(C=C(C(=C1)Cl)C(=O)NC1=CC(=NC=C1)C(F)(F)F)F